N1C(CC1)COC=1C=CC(=C(C(=O)NC2(CC2)C2=C3C=CC=NC3=CC(=C2)N2CCCC2)C1)C 5-(Azetidin-2-ylmethoxy)-2-methyl-N-(1-(7-(pyrrolidin-1-yl)quinolin-5-yl)cyclopropyl)benzamide